Sodium (2E)-3-[4-(2,6-dimethoxyphenyl)-5-(5-methylfuran-2-yl)-4H-1,2,4-triazol-3-yl]prop-2-enoate COC1=C(C(=CC=C1)OC)N1C(=NN=C1C=1OC(=CC1)C)/C=C/C(=O)[O-].[Na+]